N1C[C@H](CC1)C1=CC=C(C=C1)NC(C1=CC=CC=C1)=O |r| (RS)-N-(4-Pyrrolidin-3-yl-phenyl)-benzamid